ClC1=CC=C(OC2=CC=C(OC(C(=O)O)C)C=C2)C=C1 2-(4-(4-chlorophenoxy)phenoxy)propionic acid